COC1=CC=C(C=C1)C1COC2=C(O1)C=CC(=C2)CN2C=NC=1C2=NC=C(C1)C#CC(C)(N)C 4-(3-((2-(4-methoxyphenyl)-2,3-dihydrobenzo[b][1,4]dioxin-6-yl)methyl)-3H-imidazo[4,5-b]pyridin-6-yl)-2-methylbut-3-yn-2-amine